(S)-4-(1-(5-(3,5-difluorophenyl)-1-(4-(trifluoromethyl)benzyl)-1H-indole-7-carboxamido)ethyl)benzoic acid FC=1C=C(C=C(C1)F)C=1C=C2C=CN(C2=C(C1)C(=O)N[C@@H](C)C1=CC=C(C(=O)O)C=C1)CC1=CC=C(C=C1)C(F)(F)F